C(C1=CC=CC=C1)NC1=C2N=CN(C2=NC(=N1)NC)[C@H]1[C@@H]([C@@H]([C@H](O1)COCP(O)(O)=O)O)O [(2R,3S,4R,5R)-5-[6-(benzylamino)-2-(methylamino)purin-9-yl]-3,4-dihydroxy-tetrahydrofuran-2-yl]methoxymethyl-phosphonic acid